thiobis(3-methyl-t-butylphenol) S(C1=C(C=CC(=C1C)C(C)(C)C)O)C1=C(C=CC(=C1C)C(C)(C)C)O